6-[2-[(2S,3R)-3-fluoro-2-methyl-azetidin-1-yl]-6,7-dihydro-5H-cyclopenta[d]pyrimidin-4-yl]-2-methyl-isoindolin-1-one F[C@H]1[C@@H](N(C1)C=1N=C(C2=C(N1)CCC2)C2=CC=C1CN(C(C1=C2)=O)C)C